ClC=1C=CC(=NC1)OC1=C(C=C(C=C1)NC(=O)NC(=O)C1CCC(CC1)OC)F N-((4-((5-chloropyridin-2-yl)oxy)-3-fluorophenyl)carbamoyl)-4-methoxycyclohexane-1-carboxamide